F[C@H]1[C@@H](C1)C(=O)NC=1N=C2N(C=C(N=C2)C2=C3C=NNC3=C(C(=C2C)F)NC(C)C)C1 (1S,2R)-2-fluoro-N-(6-(6-fluoro-7-(isopropylamino)-5-methyl-1H-indazol-4-yl)imidazo[1,2-a]pyrazin-2-yl)cyclopropane-1-carboxamide